N1(CCNCC1)C(=O)C1COCC1 piperazin-1-yl(tetrahydrofuran-3-yl)methanone